Tert-butyl (5-(1-(5,5-difluoro-2-oxotetrahydropyrimidin-1(2H)-yl)-2-oxoethyl)thiazol-2-yl)carbamate FC1(CNC(N(C1)C(C=O)C1=CN=C(S1)NC(OC(C)(C)C)=O)=O)F